COC(=O)C=1C=NN(C1C)C 1,5-dimethyl-1H-pyrazole-4-carboxylic acid methyl ester